1H-pyrido[2,3-b][1,4]oxazin N1C2=C(OC=C1)N=CC=C2